N1(CCCC2=CC=CC=C12)C=1C=C2CCN(CC2=CC1)C(=O)NC1=CNC2=CC=C(C=C12)F 6-(3,4-dihydroquinolin-1(2H)-yl)-N-(5-fluoro-1H-indol-3-yl)-3,4-dihydroisoquinoline-2(1H)-Carboxamide